C(CCCCCCCC)N1CC(C(C(C1)O)O)O NONYLPIPERIDINE-3,4,5-TRIOL